5-bromo-4-(5-cyclopropyl-1,3,4-oxadiazol-2-yl)-1-(3-fluoro-4-methylbenzyl)-2-oxo-2,3-dihydro-1H-benzo[b]azepine-8-carbonitrile BrC=1C2=C(N(C(CC1C=1OC(=NN1)C1CC1)=O)CC1=CC(=C(C=C1)C)F)C=C(C=C2)C#N